OC1=CC(=NC(=N1)N1CCOCC1)C1CN(C1)NC(=O)[O-] 3-(6-hydroxy-2-morpholinopyrimidine-4-yl)azetidine-1-carbamate